NCCC=1C=C(C(=NC1C(=O)N)C(=O)N)CCN bis(2-aminoethyl)pyridine-2,6-dicarboxamide